FC(C1=NC=C(CCl)C=C1)(F)F 6-(trifluoromethyl)nicotinyl chloride